FC(C1=CC2=C(N=C(N=C2)S(=O)C)N2C1=NC(=C2)C(C)(C)O)F 2-(6-(difluoromethyl)-2-(methylsulfinyl)imidazo[1',2':1,6]pyrido[2,3-d]pyrimidin-8-yl)propan-2-ol